6'-(phosphonooxy)-2',3'-dihydrospiro[cyclohexane-1,1'-indene]-4-carboxylic acid methyl ester COC(=O)C1CCC2(CCC3=CC=C(C=C23)OP(=O)(O)O)CC1